3-benzyloxy-1-(6-fluoro-[1,2,4]triazolo[4,3-a]pyridin-7-yl)propan-1-ol C(C1=CC=CC=C1)OCCC(O)C1=CC=2N(C=C1F)C=NN2